OC(CC1=C(C(=O)C2=CC=CC=C2)C=CC=C1)(C)C 2-hydroxy-2-methylpropyl-benzophenone